N[C@H](C)C=1C=C(C=C(C1)OCC1=CC=CC=C1)C=1C=C(N(C1)C)C(=O)OCC1=CC=CC=C1 benzyl 4-[3-[(1R)-1-aminoethyl]-5-benzyloxy-phenyl]-1-methyl-pyrrole-2-carboxylate